(3-(4-(1-aminoethyl)-4-methylpiperidin-1-yl)-6-((3-chloropyridin-4-yl)sulfanyl)-5-methylpyrazin-2-yl)methanol NC(C)C1(CCN(CC1)C=1C(=NC(=C(N1)C)SC1=C(C=NC=C1)Cl)CO)C